Nitro-[1,1'-biphenyl]-4-carboxylic acid methyl ester COC(=O)C1=CC(=C(C=C1)C1=CC=CC=C1)[N+](=O)[O-]